3-(hydroxymethyl)-5-methoxyphenol OCC=1C=C(C=C(C1)OC)O